silicon oxide aluminum-silicon [Si].[Al].[Si]=O